FC1=CC=C(C=2C=NN(C12)C)C(=O)OC Methyl 7-fluoro-1-methyl-1H-indazole-4-carboxylate